CC=1CC2(CC1C)[C@H](CCCC2)CC(=O)O.IC2=NN(C=C2C)C2=CC=C(C=C2)OC(F)(F)F |r| 3-iodo-4-methyl-1-[4-(trifluoromethoxy)phenyl]pyrazole (+-)-2,3-dimethylspiro[4.5]dec-2-en-6-yl-acetate